FC=1C=CC=C2C(=C(C(=NC12)C(F)(F)F)C#CC1=CC=CC=C1)C1=CC=CC=C1 8-Fluoro-4-phenyl-3-(phenylethynyl)-2-(trifluoromethyl)quinoline